1-methylcyclohexa-1,3-diene CC1=CC=CCC1